N-methoxy-2-methylnicotinamide CONC(C1=C(N=CC=C1)C)=O